C(C1=CC=CC=C1)(C1=CC=CC=C1)=NC(C(=O)N)C1=CC(N(C2=CC=CC=C12)CC1=CC=C(C=C1)OC)=O 2-(benzhydrylideneamino)-2-[1-[(4-methoxyphenyl)methyl]-2-oxo-4-quinolyl]acetamide